6-chloro-N2-methylpyrazine-2,3-diamine ClC1=CN=C(C(=N1)NC)N